1-aminocatechol pentenoate C(C=CCC)(=O)O.NC1(O)C(O)C=CC=C1